BrC=1C=C2C3(CN(C2=CC1)C(=O)C1=CC(=CC=C1)S(=O)(=O)N1CC(CC1)C)CCC1(CC3)CC1 (5''-bromodispiro[cyclopropane-1,1'-cyclohexane-4',3''-indolin]-1''-yl)(3-((3-methylpyrrolidin-1-yl)sulfonyl)phenyl)methanone